N1=CN=C(C2=C1NC=C2)N2CCSC(=C2)C(=O)N2C[C@@H]([C@H](CC2)C(=O)OCC)N ethyl (3R,4S)-1-(4-(7H-pyrrolo[2,3-d]pyrimidin-4-yl)-3,4-dihydro-2H-1,4-thiazine-6-carbonyl)-3-aminopiperidine-4-carboxylate